C(C)(C)(C)C1=C(C=C(C=C1)CC(=O)NC1=CCN(C=C1)C(C#C)(C)C)O 4-[[2-(4-tert.-Butyl-3-hydroxyphenyl)acetyl]amino]-N-(1,1-dimethylprop-2-ynyl)pyridin